3-(azetidin-1-ylmethyl)pyrrolidine hydrochloride Cl.N1(CCC1)CC1CNCC1